(2S,3R,4S,5S)-5-(2-(5-fluoropyridin-3-yl)-6-((pyridin-2-ylmethyl)amino)-9H-purin-9-yl)-3,4-dihydroxyl-N-methyl-pyrrolidin-2-formamide FC=1C=C(C=NC1)C1=NC(=C2N=CN(C2=N1)[C@H]1[C@@H]([C@@H]([C@H](N1)C(=O)NC)O)O)NCC1=NC=CC=C1